2-[2-[5-(trifluoromethyl)-3-thienyl]ethoxy]tetrahydropyran ethyl-(S)-3-((tert-butoxycarbonyl)amino)-3-(2',4-difluoro-5,6'-dimethyl-[1,1'-biphenyl]-3-yl)propanoate C(C)OC(C[C@@H](C=1C=C(C=C(C1F)C)C1=C(C=CC=C1C)F)NC(=O)OC(C)(C)C)=O.FC(C1=CC(=CS1)CCOC1OCCCC1)(F)F